5-fluoro-2-(5-methoxypyridin-2-yl)-6-((5-methoxypyridin-2-yl)methoxy)-isoindolin-1-one FC=1C=C2CN(C(C2=CC1OCC1=NC=C(C=C1)OC)=O)C1=NC=C(C=C1)OC